FC(O[C@@H]1CN(CC1)C(=O)C=1C=NN(C1)C12CCC(CC1)(CC2)NC(OCC[Si](C)(C)C)=O)(F)F 2-(trimethylsilyl)ethyl (4-{4-[(3S)-3-(trifluoromethoxy)pyrrolidine-1-carbonyl]-1H-pyrazol-1-yl}bicyclo[2.2.2]octan-1-yl)carbamate